(2S)-2-(dimethylamino)propanoic acid CN([C@H](C(=O)O)C)C